BrC=1SC=C(N1)C#N 2-bromothiazole-4-nitrile